(S)-5-cyclopropyl-5-(3-(isoindolin-2-yl)-3-oxopropyl)imidazolidine-2,4-dione C1(CC1)[C@]1(C(NC(N1)=O)=O)CCC(=O)N1CC2=CC=CC=C2C1